C1NCC12CC(C2)S(C2=CC(=CC=C2)OC(F)(F)F)(=O)=N 2-azaspiro[3.3]heptan-6-yl-imino-oxo-[3-(trifluoromethoxy)phenyl]-λ6-sulfane